2,6-dichloro-4-hydroxybenzoic acid ClC1=C(C(=O)O)C(=CC(=C1)O)Cl